ClC1=NC=CC(=C1)C#C 2-chloro-4-ethynyl-pyridine